(S)-8-(6-amino-5-((2-amino-3-chloropyridin-4-yl)thio)-3-methylpyrazin-2-yl)-2-methyl-8-azaspiro[4.5]dec-2-en-1-amine NC1=C(N=C(C(=N1)N1CCC2(CC=C([C@H]2N)C)CC1)C)SC1=C(C(=NC=C1)N)Cl